(R)-6-(5-(((1-(2,5-difluoropyridin-3-yl)ethoxy)carbonyl)amino)-1-methyl-1H-pyrazol-4-yl)-5-fluoropyridin-3-yl methanesulfonate CS(=O)(=O)OC=1C=NC(=C(C1)F)C=1C=NN(C1NC(=O)O[C@H](C)C=1C(=NC=C(C1)F)F)C